1-(3,4-difluoro-2-methoxyphenyl)ethan-1-one FC=1C(=C(C=CC1F)C(C)=O)OC